4-(1-((6-(4-chlorophenyl)spiro[3.5]non-6-en-7-yl)methyl)piperidin-4-yl)benzoic acid ClC1=CC=C(C=C1)C=1CC2(CCC2)CCC1CN1CCC(CC1)C1=CC=C(C(=O)O)C=C1